methyl (2R)-2-{[(1,2,3,5,6,7-hexahydro-s-indacen-4-yl)carbamoyl]amino}-3-(pyridin-3-yl)propanoate C1CCC2=C(C=3CCCC3C=C12)NC(=O)N[C@@H](C(=O)OC)CC=1C=NC=CC1